(S)-2-(6-(2-ethyl-4-hydroxyphenyl)-1H-indazol-3-yl)-5-isopropyl-4,5,6,7-tetrahydro-3H-imidazo[4,5-c]pyridine-6-carboxylic acid C(C)C1=C(C=CC(=C1)O)C1=CC=C2C(=NNC2=C1)C1=NC2=C(CN([C@@H](C2)C(=O)O)C(C)C)N1